N=1C=NC2=NC(N=C2C1)=O purine-8-one